N[C@@H](CSC[C@H](N)C(=O)O)C(=O)O |r| DL-lanthionine